ClC1=NC=C(C(=C1)C1=C(C=NC(=C1)C)C(=O)NC=1SC2=C(N1)CN(C2)C(C2=NC=C(C=C2Cl)OC(F)F)=O)OC 2'-Chloro-N-(5-(3-chloro-5-(difluoro-methoxy)picolinoyl)-5,6-dihydro-4H-pyrrolo[3,4-d]thiazol-2-yl)-5'-methoxy-6-methyl-[4,4'-bipyridine]-3-carboxamide